FC=1C=C(C(=NC1)OC)[C@@H](CC=C)N[S@@](=O)C(C)(C)C (S)-N-((R)-1-(5-fluoro-2-methoxypyridin-3-yl)but-3-en-1-yl)-2-methylpropane-2-sulfinamide